C(=O)(O)CC1=CC=C(OC2=C(C(=O)O)C=CC=C2)C=C1 (4-carboxymethyl-phenoxy)benzoic acid